BrC1=CC(=NC=C1)CN(C(OC(C)(C)C)=O)C tert-Butyl N-[(4-bromopyridin-2-yl)methyl]-N-methylcarbamate